C(CCC)OC(NS(=O)(=O)C=1SC(=CC1C1=NC=C(C=C1)CN1C=NC=C1)CC(C)C)=O.C1(=CSCS1)C1=CC=CC=C1C(=O)O 3,5-dithiolbenzoic acid butyl-((3-(5-((1H-imidazol-1-yl)methyl)pyridin-2-yl)-5-isobutylthiophen-2-yl)sulfonyl)carbamate